[PH2](NP)=O Diphosphazane Monoxide